6-(Trifluoromethyl)thieno[3,2-b]pyridine-4-ol FC(C=1C=C2C(N(C1)O)=CCS2)(F)F